1-(4-methoxyphenyl)thiourea COC1=CC=C(C=C1)NC(=S)N